2,2-dimethyl-3-propoxypropane sulfate S(=O)(=O)(O)O.CC(C)(COCCC)C